N[C@H]1[C@@H](CCCC1)C1=CC(=NN1)NC(C(F)(F)F)=O N-(5-((1R,2R)-2-aminocyclohexyl)-1H-pyrazol-3-yl)-2,2,2-trifluoroacetamide